cis-N-(3-(cis-2-(1H-1,2,3-triazol-1-yl)cyclobutyl)-4-chlorophenyl)-3-methyl-6-azabicyclo[3.1.1]heptane-6-carboxamide N1(N=NC=C1)[C@@H]1[C@@H](CC1)C=1C=C(C=CC1Cl)NC(=O)N1C2CC(CC1C2)C